O[C@H]1[C@@H](CCC1)N1C(C2=CC(=C(C(=C2C1)C)C)CC1=CC=C(C=C1)C=1C=NN(C1)C)=O (trans-2-hydroxycyclopentyl)-4,5-dimethyl-6-(4-(1-methyl-1H-pyrazol-4-yl)benzyl)isoindolin-1-one